o-tolylmethyl 4-(3,4-dihydroxy-3-methyl-but-1-ynyl)-2,6-dimethyl-7-oxo-1H-pyrrolo[2,3-c]pyridine-3-carboxylate OC(C#CC=1C2=C(C(N(C1)C)=O)NC(=C2C(=O)OCC2=C(C=CC=C2)C)C)(CO)C